(R)-3-((1-(6-(cyclopropylmethoxy)-1H-indol-3-yl)propan-2-yl)amino)-2,2-difluoropropan-1-ol C1(CC1)COC1=CC=C2C(=CNC2=C1)C[C@@H](C)NCC(CO)(F)F